FC1=CC(=CC2=CN(N=C12)C)NC(=O)C=1C=CC(=C2C=NC(=NC12)OC)N1CC(CC1)NC N-(7-fluoro-2-methyl-2H-indazol-5-yl)-2-methoxy-5-(3-(methylamino)pyrrolidin-1-yl)quinazoline-8-carboxamide